2-dodecanol CC(CCCCCCCCCC)O